N[C@H](C(=O)O)CCCN (S)-2-amino-5-azanyl-pentanoic acid